6-(3-(1-(2-hydroxy-2-methylpropyl)-1H-pyrazol-4-yl)-7,8-dihydro-1,6-naphthyridin-6(5H)-yl)-4,5-dimethylpyridazine-3-carbonitrile OC(CN1N=CC(=C1)C=1C=NC=2CCN(CC2C1)C1=C(C(=C(N=N1)C#N)C)C)(C)C